FC1=CC=C2C=C(NC(C2=C1)=O)CCCN1CCN(CC1)C=1C=CC(=NC1)C#N 5-(4-(3-(7-fluoro-1-oxo-1,2-dihydroisoquinolin-3-yl)propyl)piperazin-1-yl)pyridinecarbonitrile